[4-(naphthalen-1-yl)phenyl][1,1':4',1''-terphenyl]-4-amine C1(=CC=CC2=CC=CC=C12)C1=CC=C(C=C1)C1=C(C=CC(=C1)N)C1=CC=C(C=C1)C1=CC=CC=C1